C1(CCCC1)CN1N=C(CC1=O)CN(C(OC(C)(C)C)=O)C tert-Butyl {[1-(cyclopentylmethyl)-5-oxo-4,5-dihydro-1H-pyrazol-3-yl]-methyl}methylcarbamate